C1(=CC=C(C=C1)C[C@H](C(=O)N)NC(=O)[C@H]1N(C[C@@H](C1)O)C([C@H](C(C)(C)C)N1N=NC(=C1)C(=O)NC)=O)C1=CC=CC=C1 1-((S)-1-((2S,4R)-2-(((R)-3-([1,1'-biphenyl]-4-yl)-1-amino-1-oxopropan-2-yl)carbamoyl)-4-hydroxypyrrolidin-1-yl)-3,3-dimethyl-1-oxobutan-2-yl)-N-methyl-1H-1,2,3-triazole-4-carboxamide